C(C)(=O)[O-].N[Co+]N diaminocobalt acetate